FC(C(CO)C1=CC=CC=C1)(F)F 3,3,3-trifluoro-2-phenylpropan-1-ol